4-bromo-3-(difluoromethoxy)-1-trityl-pyrazolo[3,4-c]Pyridine-5-carbonitrile BrC1=C2C(=CN=C1C#N)N(N=C2OC(F)F)C(C2=CC=CC=C2)(C2=CC=CC=C2)C2=CC=CC=C2